NC1=C2C(=NC=N1)N(N=C2N2C(=CC1=CC=CC=C21)C(=O)NC=2C=NOC2)C(C)(C)C (4-amino-1-tert-butyl-pyrazolo[3,4-d]pyrimidin-3-yl)-N-isoxazol-4-yl-1H-indole-2-carboxamide